C(C)(C)[C@@H]1C(C[C@@H](CC1)C)(C=O)C=O (2R,5R)-2-isopropyl-5-methylcyclohexane-1,1-dicarbaldehyde